FC(C1=CC(=C(N=N1)O)C(=O)OCC)F ethyl 6-(difluoromethyl)-3-hydroxypyridazine-4-carboxylate